2-[2-[2-[2-[2-[2-[2-[2-[2-(2-trityloxyethoxy)ethoxy]ethoxy]ethoxy]ethoxy]ethoxy]ethoxy]ethoxy]ethoxy]ethanol C(C1=CC=CC=C1)(C1=CC=CC=C1)(C1=CC=CC=C1)OCCOCCOCCOCCOCCOCCOCCOCCOCCOCCO